4-nitrophenyl (4aR,8aS)-3-oxohexahydro-2H-pyrido[4,3-b][1,4]Oxazin-6(5H)-carboxylate O=C1N[C@H]2[C@@H](OC1)CCN(C2)C(=O)OC2=CC=C(C=C2)[N+](=O)[O-]